2-hydroxy-6-(((3R)-4-(2-(1-hydroxyethyl)nicotinoyl)thiomorpholin-3-yl)-methoxy)benzaldehyde OC1=C(C=O)C(=CC=C1)OC[C@H]1N(CCSC1)C(C1=C(N=CC=C1)C(C)O)=O